CN1N=C(C=C1C)NC1=NC=C(C(=N1)C1=CNC2=C(C=CC=C12)N1C(C2=CC=CC(=C2C1)/C=C/C(=O)NCCO)=O)C (E)-3-(2-(3-(2-((1,5-dimethyl-1H-pyrazol-3-yl)amino)-5-methylpyrimidin-4-yl)-1H-indol-7-yl)-1-oxoisoindolin-4-yl)-N-(2-hydroxyethyl)acrylamide